ClC1=C(C=C(C(=C1)F)C1=C(C(=C(C(=C1F)F)F)F)F)NS(=O)(=O)C N-(4-chloro-2',3',4',5',6,6'-hexafluoro-[1,1'-biphenyl]-3-yl)methanesulfonamide